COC1=CC=C(OCCC(CCN)(C)C)C=C1 5-(4-methoxyphenoxy)-3,3-dimethylpentan-1-amine